3-(4-amino-3-((2-(azetidin-1-ylbenzo[d]oxazol-5-yl)ethynyl)-1H-pyrazolo[3,4-d]pyrimidin-1-yl)pyrrolidin-1-yl)prop-2-en-1-one NC1C(CN(C1)C=CC=O)N1N=C(C=2C1=NC=NC2)C#CC=2C=CC1=C(N=C(O1)N1CCC1)C2